{4-[(1H-1,2,3-triazol-1-yl)methyl]phenyl}-5H,6H,7H,8H-pyrido[3,4-d]pyrimidin-2-amine N1(N=NC=C1)CC1=CC=C(C=C1)C=1C2=C(N=C(N1)N)CNCC2